9-((2R,3S)-3-fluoro-2,3-dihydrofuran-2-yl)-6-methoxy-9H-purine F[C@@H]1[C@@H](OC=C1)N1C2=NC=NC(=C2N=C1)OC